N-[3-(1,5-dimethyl-6-oxopyridin-3-yl)-4-(4-cis-hydroxycyclohexyl)oxyphenyl]ethanesulfonamide CN1C=C(C=C(C1=O)C)C=1C=C(C=CC1OC1(CCCCC1)O)NS(=O)(=O)CC